1-(3-(4-(2-fluoro-6-(trifluoromethyl)phenyl)piperidine-1-carbonyl)-1,4,5,7-tetrahydro-6H-pyrazolo[3,4-c]pyridin-6-yl)ethan-1-one FC1=C(C(=CC=C1)C(F)(F)F)C1CCN(CC1)C(=O)C1=NNC=2CN(CCC21)C(C)=O